C(C1=CC=CC=C1)OCC1CN(C1)C1=CC(=C(C(=O)O)C=C1)C=O 4-(3-((benzyloxy)methyl)azetidin-1-yl)-2-formylbenzoic acid